4-methyl-8-(propan-2-yl)pyrido[2,3-d]pyrimidin-7(8H)-one CC=1C2=C(N=CN1)N(C(C=C2)=O)C(C)C